C(C)NC(=O)N1CC2=C(C=C(C=C2CC1)C=1C=C2C(=NC1)NC=C2C)[C@H]2NCCOC2 (R)-N-ethyl-6-(3-methyl-1H-pyrrolo[2,3-b]pyridin-5-yl)-8-(morpholin-3-yl)-3,4-dihydroisoquinoline-2(1H)-carboxamide